FC(COC=1C(=CC2=C(N=C(N=C2N[C@H](C)C2=C(C(=CC=C2)C(F)F)F)C)N1)N1CCOCC1)F (R)-7-(2,2-Difluoroethoxy)-N-(1-(3-(difluoromethyl)-2-fluorophenyl)ethyl)-2-methyl-6-Morpholinopyrido[2,3-d]pyrimidin-4-amine